titanium dichloride dibutoxide [O-]CCCC.[O-]CCCC.[Cl-].[Cl-].[Ti+4]